5-amino-2-[(4-fluoro-cuban-1-yl)methyl]-8-[2-(hydroxymethyl)-6-methyl-4-pyridinyl]-7-phenyl-[1,2,4]triazolo[4,3-c]pyrimidin-3-one NC1=NC(=C(C=2N1C(N(N2)CC21C3C4C5(C3C2C5C14)F)=O)C1=CC(=NC(=C1)C)CO)C1=CC=CC=C1